Tritylthiol C1=CC=C(C=C1)C(C2=CC=CC=C2)(C3=CC=CC=C3)S